C(C)(=O)N[C@@H]1C(O)(O[C@@H]([C@H]([C@@H]1O)O)CO)O N-acetyl-hydroxyl-mannosamine